5-((4-(((S)-2-fluoro-1-phenylethyl)amino)-5-(5-(2-hydroxypropan-2-yl)-1,3,4-oxadiazol-2-yl)pyrimidin-2-yl)amino)-3-methylisoindolin-1-one FC[C@H](C1=CC=CC=C1)NC1=NC(=NC=C1C=1OC(=NN1)C(C)(C)O)NC=1C=C2C(NC(C2=CC1)=O)C